F[C@@H](C(=O)NC1=CC=C(C=C1)[C@H](C)N1C(=NC=C1)C)[C@H]1COCC1 |o1:1,19| (R*)-2-fluoro-N-(4-((S)-1-(2-methyl-1H-imidazol-1-yl)ethyl)phenyl)-2-((R*)-tetrahydrofuran-3-yl)acetamide